4-(trifluoromethyl)benzyl isocyanate FC(C1=CC=C(CN=C=O)C=C1)(F)F